FC=1C(=C(C(=NC1)OCCN(C([2H])([2H])[2H])CCCF)C)[C@H]1N([C@@H](CC2=C1NC1=CC=CC=C21)C)C[C@H](C(=O)O)C (R)-3-((1R,3R)-1-(5-fluoro-2-(2-((3-fluoropropyl)(methyl-d3)amino)ethoxy)-3-methylpyridin-4-yl)-3-methyl-1,3,4,9-tetrahydro-2H-pyrido[3,4-b]indol-2-yl)-2-methylpropionic acid